tert-butyl 1-(2-(2-(tert-butoxy)-2-oxoethoxy)-4-(trifluoromethyl) benzyl)-1,8-diazaspiro[4.5]decane-8-carboxylate C(C)(C)(C)OC(COC1=C(CN2CCCC23CCN(CC3)C(=O)OC(C)(C)C)C=CC(=C1)C(F)(F)F)=O